[S-2].[Ag+].[Au+3].[Cu+2].[S-2].[S-2] Copper-Gold-Silver Sulfide